FC1=C(C(=O)NC2=NC(=CC=C2)C=2N3C(=NN2)CC[C@@H]3C)C=C(C(=C1)C)N1C=NC(=C1)C(C)C (S)-2-fluoro-5-(4-isopropyl-1H-imidazol-1-yl)-4-methyl-N-(6-(5-methyl-6,7-dihydro-5H-pyrrolo[2,1-c][1,2,4]triazol-3-yl)pyridin-2-yl)benzamide